tert-butyl (1S,5R)-3-(7-chloro-8-fluoro-5-methoxy-2-(methylthio) pyrido[4,3-d]pyrimidin-4-yl)-1-((methoxy-d3) methyl)-3,8-diazabicyclo[3.2.1]octane-8-carboxylate ClC1=C(C=2N=C(N=C(C2C(=N1)OC)N1C[C@@]2(CC[C@H](C1)N2C(=O)OC(C)(C)C)COC([2H])([2H])[2H])SC)F